guaiacol-D3 [2H]C([2H])([2H])OC1=CC=CC=C1O